(S)-1-((3S,4S)-3-fluoro-4-((2-(3-((2-methoxy-4-(methylsulfonyl)phenyl)amino)prop-1-yn-1-yl)-1-(2,2,2-trifluoroethyl)-1H-indol-4-yl)amino)piperidin-1-yl)-3-methoxypropan-2-ol F[C@H]1CN(CC[C@@H]1NC1=C2C=C(N(C2=CC=C1)CC(F)(F)F)C#CCNC1=C(C=C(C=C1)S(=O)(=O)C)OC)C[C@@H](COC)O